12Z-Octadecadienoic acid C(C=CC=CCCCCCCCCCCCCC)(=O)O